2,3-Dimethyl-4-oxo-4,5,6,7-tetrahydro-2H-isoindole-1-carboxylic acid ethyl ester C(C)OC(=O)C=1N(C(=C2C(CCCC12)=O)C)C